Br.OC=1C=C2CCNC(C2=CC1)C(=O)OCC Ethyl 6-hydroxy-1,2,3,4-tetrahydroisoquinoline-1-carboxylate hydrobromide